3-{4-[(perfluorophenyl)diazenyl]phenyl}urea FC1=C(C(=C(C(=C1F)F)F)F)N=NC1=CC=C(C=C1)NC(N)=O